4-methylpiperazine-1-carboxylic acid [(2r,3e,5e)-6-[(2s,3s,4e,6s,7s,10s)-6-acetoxy-7,10-dihydroxy-3,7-dimethyl-12-oxo-1-oxocyclododeca-4-en-2-yl]-2-methylhept-3,5-dienyl] ester C(C)(=O)O[C@H]1/C=C/[C@@H]([C@H](C(C(C[C@H](CC[C@]1(C)O)O)=O)=O)/C(=C/C=C/[C@H](COC(=O)N1CCN(CC1)C)C)/C)C